ClC1=C(C=C2CC(CC2=C1)NC)C=1SC=C2C1N=CN(C2=O)CC2(CCN(CC2)C(CC(C2=CC=CC=C2)C2CC2)=O)O 7-(6-chloro-2-(methylamino)-2,3-dihydro-1H-inden-5-yl)-3-((1-(3-cyclopropyl-3-phenylpropionyl)-4-hydroxypiperidin-4-yl)methyl)thieno[3,4-d]pyrimidin-4(3H)-one